O[C@]1([C@@H](CCC1)N1C(C=CC2=C1N=C(N=C2)SC)=O)C 8-[(1R,2R)-2-hydroxy-2-methylcyclopentyl]-2-(methylsulfanyl)pyrido[2,3-d]pyrimidin-7(8H)-one